1,4,6-trihydroxy-5-methoxy-7-isopentenyl-xanthone OC1=CC=C(C=2OC3=C(C(=C(C=C3C(C12)=O)CCC(=C)C)O)OC)O